4-(4-trans-heptyl-cyclohexyl)benzophenone C(CCCCCC)C1(CCCCC1)C1=CC=C(C(=O)C2=CC=CC=C2)C=C1